ClC1=CC(=C(C=N1)C(=O)OC)NC1CCOCC1 methyl 6-chloro-4-[(oxan-4-yl)amino]pyridine-3-carboxylate